1,3,5-triisopropyl-benzaldehyde C(C)(C)C1(C=O)CC(=CC(=C1)C(C)C)C(C)C